3-((3-chlorobenzyl)amino)-2-methyl-1-(p-tolyl)prop-2-en-1-one ClC=1C=C(CNC=C(C(=O)C2=CC=C(C=C2)C)C)C=CC1